7-Fluoro-8-(5-(2-hydroxypropan-2-yl)-1-methyl-1H-1,2,4-triazol-3-yl)-1-isopropyl-3-(o-tolyl)-4H-quinolizin-4-one FC1=CN2C(C(=CC(=C2C=C1C1=NN(C(=N1)C(C)(C)O)C)C(C)C)C1=C(C=CC=C1)C)=O